(3-Phenanthryl)methyl methacrylate C(C(=C)C)(=O)OCC=1C=CC=2C=CC3=CC=CC=C3C2C1